FC1(CC(CC1)C(C(=O)NC=1SC(=NN1)C=1OC=CC1)C1=CC=C(C=C1)C=1N=NN(N1)C)F 2-(3,3-Difluorocyclopentyl)-N-(5-(furan-2-yl)-1,3,4-thiadiazol-2-yl)-2-(4-(2-methyl-2H-tetrazol-5-yl)phenyl)acetamide